O.N[C@@H](CCC(=O)[O-])C(=O)[O-].[Na+].[Na+] sodium glutamate, monohydrate